tert-butyl (2S)-4-(8-fluoro-2-hydroxyquinolin-6-yl)-2-methylpiperazine-1-carboxylate FC=1C=C(C=C2C=CC(=NC12)O)N1C[C@@H](N(CC1)C(=O)OC(C)(C)C)C